NC1=C(N=C2N1C=CC=C2C=2C(=CC1=C(OCCN1C)C2)OC)C(=O)NCCC 3-Amino-8-(6-methoxy-4-methyl-3,4-dihydro-2H-benzo[b][1,4]Oxazin-7-yl)-N-propylimidazo[1,2-a]pyridine-2-carboxamide